CNC1=CNC2=NC=CC(=C21)C=2NC1=CC=C(C=C1C2C)C2CCNCC2 n-methyl-4-(3-methyl-5-(piperidin-4-yl)-1H-indol-2-yl)-1H-pyrrolo[2,3-b]pyridin-3-amine